(2-Chloroimidazo[1,5-b]pyridazin-4-yl)-2-cyanoacetic acid ethyl ester C(C)OC(C(C#N)C=1C=2N(N=C(C1)Cl)C=NC2)=O